oxo-norleucine O=N[C@@H](CCCC)C(=O)O